NC=1C=CC(=NC1)CNC(OC(C)(C)C)=O tert-butyl ((5-aminopyridin-2-yl)methyl)carbamate